1-(1-(4-bromo-5-methoxypyridin-2-yl)-2,2,2-trifluoroethyl)-1-ethyl-3-((S)-1,1,1,5,5,5-hexafluoropentan-2-yl)urea BrC1=CC(=NC=C1OC)C(C(F)(F)F)N(C(=O)N[C@H](C(F)(F)F)CCC(F)(F)F)CC